OCCN1CCOCC1 4-(2-hydroxyethyl)-morpholine